tin maleate C(\C=C/C(=O)[O-])(=O)[O-].[Sn+4].C(\C=C/C(=O)[O-])(=O)[O-]